CC(C)(C1=CC=C(C=C1)OC2=CC3=C(C=C2)C(=O)OC3=O)C4=CC=C(C=C4)OC5=CC6=C(C=C5)C(=O)OC6=O 4,4'-[(isopropylidene)bis(p-phenyleneoxy)]diphthalic dianhydride